3-fluoro-2-methyl-4-trifluoromethylaniline FC=1C(=C(N)C=CC1C(F)(F)F)C